(R)-4-(3-(3-Aminopiperidin-1-carbonyl)-1-(4-fluorophenyl)-1H-pyrazol-5-yl)benzonitril N[C@H]1CN(CCC1)C(=O)C1=NN(C(=C1)C1=CC=C(C#N)C=C1)C1=CC=C(C=C1)F